ClC=1C(=C(C=O)C=C(C1O)F)OC 3-chloro-5-fluoro-4-hydroxy-2-methoxybenzaldehyde